OC1(CC(C1)N1C=C(C2=C1N=NC(=C2)C2=C(C=C(C=C2C)C(F)(F)F)O)C#N)C 7-[(1s,3s)-3-Hydroxy-3-methylcyclobutyl]-3-[2-hydroxy-6-methyl-4-(trifluoromethyl)phenyl]-7H-pyrrolo[2,3-c]pyridazine-5-carbonitrile